NC=1C=2N(C=C(N1)C1=CC=NN1C)C(=CN2)C=2C=C1CN(C(C1=C(C2)S(=O)(=O)C)=O)[C@@H](C)C2CC2 (S)-5-(8-Amino-6-(1-methyl-1H-pyrazol-5-yl)imidazo[1,2-a]pyrazin-3-yl)-2-(1-cyclopropylethyl)-7-(methylsulfonyl)isoindolin-1-one